C(C)C=1C(NC=2C=C(C=NC2C1)CN1CCN(CC1)C=1C=CC(=NC1)C(=O)NCC(C)(C)O)=O 5-(4-((7-ethyl-6-oxo-5,6-dihydro-1,5-naphthyridin-3-yl)methyl)piperazin-1-yl)-N-(2-hydroxy-2-methylpropyl)picolinamide